methyl (E)-4-(3-(tert-butoxy)-2-methyl-3-oxoprop-1-en-1-yl)benzoate C(C)(C)(C)OC(/C(=C/C1=CC=C(C(=O)OC)C=C1)/C)=O